N1(CCC1)[C@H]1CN(CC1)C(=O)C=1C=C(CC2=NNC(C3=CC=CC=C23)=O)C=CC1F (R)-4-(3-(3-(azetidin-1-yl)pyrrolidine-1-carbonyl)-4-fluorobenzyl)phthalazin-1(2H)-one